tert-butyl (tert-butoxycarbonyl)(7-((4-nitrophenyl)sulfinyl)heptyl)carbamate C(C)(C)(C)OC(=O)N(C(OC(C)(C)C)=O)CCCCCCCS(=O)C1=CC=C(C=C1)[N+](=O)[O-]